OCC(CO)NC(O[C@@H]1CC[C@H](CC1)C(N(C[C@@H]1CC[C@H](CC1)C1=CC(=C(C=C1)OC)C)C1=CC(=CC=C1)C=1C=NN(C1)C1CC1)=O)=O trans-4-((3-(1-Cyclopropyl-1H-pyrazol-4-yl)phenyl)((trans-4-(4-methoxy-3-methyl-phenyl)cyclohexyl)-methyl)carbamoyl)-cyclohexyl (1,3-dihydroxypropan-2-yl)carbamate